C(C)(C)(C)OC(=O)N1CCC(CC1)(C1=C(C=CC=C1)C(C)C)C(NC=1C(=NC(=CC1)C)O)=O 4-((2-hydroxy-6-methylpyridin-3-yl)carbamoyl)-4-(2-isopropylphenyl)piperidine-1-carboxylic acid tert-butyl ester